(1R,2S,3R,4R)-3-amino-6-oxobicyclo[2.2.1]heptane-2-carboxylic acid methyl ester 2,2,2-trifluoroacetate FC(C(=O)O)(F)F.COC(=O)[C@H]1[C@@H]2C(C[C@H]([C@H]1N)C2)=O